ClC1=C(C(=CC=C1)C)NC(=O)C1=CN=C(S1)NC1=NC(=NC(=C1)N1CCN(CC1)CC1=CC(=CC=C1)NC1C(NC(CC1)=O)=O)C N-(2-chloro-6-methylphenyl)-2-((6-(4-(3-((2,6-dioxopiperidin-3-yl)amino)benzyl)piperazin-1-yl)-2-methylpyrimidin-4-yl)amino)thiazole-5-carboxamide